6-(imidazo[1,2-a]pyridine-3-carbonyl)-N-[3-(1-methylpyrrolidin-3-yl)oxy-5-(trifluoromethyl)phenyl]-5,7-dihydro-4H-thieno[2,3-c]pyridine-3-carboxamide N=1C=C(N2C1C=CC=C2)C(=O)N2CC1=C(CC2)C(=CS1)C(=O)NC1=CC(=CC(=C1)C(F)(F)F)OC1CN(CC1)C